2-(azetidin-3-yl)propane-2-ol hydrochloride Cl.N1CC(C1)C(C)(C)O